C(C1=CC=CC=C1)ON1C(=NC2=CC(=CC=C2C1=O)Cl)NC1=CC(=CC(=C1)Cl)Cl 3-(benzyloxy)-7-chloro-2-((3,5-Dichlorophenyl)amino)quinazolin-4(3H)-one